6H-cyclopropa[f]Indazol N1N=CC=2C=C3C(CC12)=C3